C(C)(=O)N1CCC(CC1)NC1=NC=C(C(=N1)C1=CC=C2CN(C(C2=C1)=O)CC(=O)N[C@H](C)C1=CC(=CC=C1)OC)Cl 2-(6-{2-[(1-acetylpiperidin-4-yl)amino]-5-chloropyrimidin-4-yl}-1-oxo-2,3-dihydro-1H-isoindol-2-yl)-N-[(1R)-1-(3-methoxyphenyl)-ethyl]acetamide